FC1=CN=C2N1N=C(C=C2[C@H]2[C@@H](C2)C=2C=NC(=NC2)C(F)(F)F)C=2C(NC(NC2)=O)=O 5-(3-fluoro-8-((1R,2R)-2-(2-(trifluoromethyl)pyrimidin-5-yl)cyclopropyl)imidazo[1,2-b]pyridazin-6-yl)pyrimidine-2,4(1H,3H)-dione